hexahydro-2-oxo-1H-thieno[3,4-D]imidazol-4-pentanoic acid O=C1NC2C(N1)CSC2CCCCC(=O)O